silanthrene C1=CC=CC2=[SiH]C3=CC=CC=C3[SiH]=C12